7-chloro-4-(methylamino)-1-(3-(2-(pyridin-2-yloxy)ethyl)phenyl)quinazolin-2(1H)-one ClC1=CC=C2C(=NC(N(C2=C1)C1=CC(=CC=C1)CCOC1=NC=CC=C1)=O)NC